[Si](C)(C)(C(C)(C)C)OC=1NC2=CC=C(C=C2C1)C1=NC=2C=NC(=NC2N(C1=O)C1=CC=C(C=C1)OC(F)F)OCC 6-(2-((tert-butyldimethylsilyl)oxy)-1H-indol-5-yl)-8-(4-(difluoromethoxy)phenyl)-2-ethoxypteridin-7(8H)-one